CN(C)CC1CN(C1)C(=O)OCC(COC(CCCCCCC\C=C/C\C=C/CCCCC)=O)OC(CCCCCCC\C=C/CCCCCCCC)=O 3-(((9Z,12Z)-octadeca-9,12-dienoyl)oxy)-2-(oleoyloxy)propyl 3-((dimethyl-amino)methyl)azetidine-1-carboxylate